3,3-dimethylbutyl ((4-(tert-butyl)phenoxy) (perfluorophenoxy)phosphoryl)-L-alaninate C(C)(C)(C)C1=CC=C(OP(=O)(OC2=C(C(=C(C(=C2F)F)F)F)F)N[C@@H](C)C(=O)OCCC(C)(C)C)C=C1